2-isopropyl-N4-(3-(methylsulfonyl)phenyl)-6-(6-(trifluoromethyl)pyridin-2-yl)-1,3,5-triazine-2,4-diamine C(C)(C)C1(NC(=NC(=N1)NC1=CC(=CC=C1)S(=O)(=O)C)C1=NC(=CC=C1)C(F)(F)F)N